FC1=C(C=CC=C1C[C@@H]1N(CC[C@@H]1NS(=O)(=O)C)C(C(C)C)=O)C1=CC=CC=C1 N-(cis-2-((2-Fluorobiphenyl-3-yl)methyl)-1-isobutyrylpyrrolidin-3-yl)methanesulfonamide